(3α,5β)-3-hydroxy-3-methyl-estran-17-one O[C@]1(C[C@H]2CC[C@H]3[C@@H]4CCC([C@@]4(C)CC[C@@H]3[C@H]2CC1)=O)C